ClC=1C=CC(=NC1)COC1=CC=CC(=N1)NC1CCN(CC1)CC1=NC2=C(N1C[C@H]1OCC1)C=C(C=C2)C(=O)OC methyl (S)-2-((4-((6-((5-chloropyridin-2-yl)methoxy)pyridin-2-yl)amino)piperidin-1-yl)methyl)-1-(oxetan-2-ylmethyl)-1H-benzo[d]imidazole-6-carboxylate